(1-Acetylpiperidin-3-yl)methyl (2-amino-5-(thiophen-2-yl)phenyl)carbamate NC1=C(C=C(C=C1)C=1SC=CC1)NC(OCC1CN(CCC1)C(C)=O)=O